FC1=CC(=C(C=C1C)O)C1=NN=C(C2=CC=CC=C12)N[C@H]1CN(CCC1)C 4-fluoro-5-methyl-2-(4-{[(3R)-1-methylpiperidin-3-yl]amino}phthalazin-1-yl)phenol